COC1CCN(CC1)C(=O)N[C@@H](C)C1=CC=C(C=C1)NC(OCC1=CC=C(C=C1)Cl)=O 4-chlorobenzyl (S)-(4-(1-(4-methoxypiperidine-1-carboxamido)eth-yl)phenyl)carbamate